FC1=CC=C2C(C(COC2=C1)(C)C)=O 7-fluoro-3,3-dimethylchroman-4-one